C(C)(=O)C=1C(=NC(=CC1)N1C=NC2=C1C=CC(=C2)NC=2N=NC(=CC2)C)N2N=C(C=1CN(CCC12)C(=O)OC(C)(C)C)C(F)(F)F tert-butyl 1-[3-acetyl-6-[5-[(6-methylpyridazin-3-yl)amino]benzimidazol-1-yl]-2-pyridyl]-3-(trifluoromethyl)-6,7-dihydro-4H-pyrazolo[4,3-c]pyridine-5-carboxylate